(R)-6-(3-(2-Ethoxyphenoxy)piperidin-1-yl)-N-(1H-pyrazol-3-yl)pyrazin-2-amin C(C)OC1=C(O[C@H]2CN(CCC2)C2=CN=CC(=N2)NC2=NNC=C2)C=CC=C1